BrC=1C(=NN2C1N=CC=C2C(=O)OCC)C#N ethyl 3-bromo-2-cyano-pyrazolo[1,5-a]pyrimidine-7-carboxylate